6-(2-chloro-3,5-dimethoxyphenyl)-2-(methylsulfonyl)-8-(4-nitrophenylethyl)pyrido[2,3-d]pyrimidin-7(8H)-one ClC1=C(C=C(C=C1OC)OC)C1=CC2=C(N=C(N=C2)S(=O)(=O)C)N(C1=O)CCC1=CC=C(C=C1)[N+](=O)[O-]